C(C)C1=NC=C(C=C1)N1N=CC(=C1)B1OC(C(O1)(C)C)(C)C 2-ethyl-5-(4-(4,4,5,5-tetramethyl-1,3,2-dioxaborolan-2-yl)-1H-pyrazol-1-yl)pyridine